2-Fluoro-4-nitro-N1-((6-(trifluoromethyl)pyridin-3-yl)methyl)benzene-1,3-diamine FC1=C(C=CC(=C1N)[N+](=O)[O-])NCC=1C=NC(=CC1)C(F)(F)F